2',2'-dimethyl-2-oxo-4'-phenylspiro[indoline-3,3'-pyrrolidine]-5'-carboxamide CC1(NC(C(C12C(NC1=CC=CC=C12)=O)C1=CC=CC=C1)C(=O)N)C